Methyl (R)-2-((S)-N-benzyl-2-((tert-butoxycarbonyl)amino)propanamido)butanoate C(C1=CC=CC=C1)N(C([C@H](C)NC(=O)OC(C)(C)C)=O)[C@@H](C(=O)OC)CC